C1(CCCC1)N1N=C(C(=C1C)C(=O)N)C1=CC=C(C=C1)CNC(C1=C(C=CC=C1)OC)=O 1-cyclopentyl-3-[4-[[(2-methoxybenzoyl)amino]methyl]phenyl]-5-methyl-pyrazole-4-carboxamide